FC(C1=CC=C2C(=NN(C2=C1)CC1=CC=C(C=C1)C(F)(F)F)NC(=O)C1=COC=C1)(F)F N-(6-(trifluoromethyl)-1-(4-(trifluoromethyl)benzyl)-1H-indazol-3-yl)furan-3-carboxamide